BrC1=C2C(=NNC2=CC(=C1[C@@H]1[C@@H](C1)C)C)C#N 4-bromo-6-methyl-5-((1S,2R)-2-methylcyclopropyl)-1H-indazole-3-carbonitrile